1,4-butanediol bis(1,2-difluoroethanesulfonate) FC(CF)S(=O)(=O)OCCCCOS(=O)(=O)C(CF)F